2-(4-nitro-1,3-dioxoisoindolin-2-yl)propionic acid [N+](=O)([O-])C1=C2C(N(C(C2=CC=C1)=O)C(C(=O)O)C)=O